N-(5-((4-((cyclopropyl(2-hydroxyethyl)amino)methyl)pyridin-2-yl)ethynyl)-8-(methylamino)-2,7-naphthyridin-3-yl)cyclopropanecarboxamide C1(CC1)N(CCO)CC1=CC(=NC=C1)C#CC1=C2C=C(N=CC2=C(N=C1)NC)NC(=O)C1CC1